(2r,3r,4r,5s)-2,3,4,5,6-pentahydroxyhexyl 4-hydroxybenzoate OC1=CC=C(C(=O)OC[C@H]([C@H]([C@@H]([C@H](CO)O)O)O)O)C=C1